FC(C(=O)NN)(F)F trifluoroacetyl-hydrazine